1-(3-(2-aminoethyl)piperidin-1-yl)-2-(3-isopropyl-2-(2-methylpyridin-4-yl)-1H-indol-5-yl)propan-1-one NCCC1CN(CCC1)C(C(C)C=1C=C2C(=C(NC2=CC1)C1=CC(=NC=C1)C)C(C)C)=O